C(CCC)C1=CC2=CC(=C3C=C(C=C4C=C(C(=C1)C2=C43)N)CCCC)N 2,7-di-n-butyl-4,9-diaminopyrene